3-chloro-5-(4-chlorophenyl)pyrazine-2-carbonitrile ClC=1C(=NC=C(N1)C1=CC=C(C=C1)Cl)C#N